OC=1C=C(C#N)C=CC1C1=C2C(=C(N=N1)N[C@@]1(C(NCCC1)=O)CC)C=NC=C2 (S)-3-hydroxy-4-(4-((l-m-ethyl-2-oxopiperidin-3-yl)amino)pyrido[3,4-d]pyridazin-1-yl)benzonitrile